C(C)(C)N1CC2=NC=C(N=C2C1=O)C=C 6-isopropyl-3-vinyl-7H-pyrrolo[3,4-b]pyrazin-5-one